3-fluoro-5-methoxybenzene FC=1C=CC=C(C1)OC